2-chloro-N-(5-(8-ethyl-2-iodoquinazolin-6-yl)-3-fluoropyridin-2-yl)benzenesulfonamide ClC1=C(C=CC=C1)S(=O)(=O)NC1=NC=C(C=C1F)C=1C=C2C=NC(=NC2=C(C1)CC)I